C(C=C)NC1=C(CNC2CCC(CC2)O)C=C(C=C1Br)Br (1r,4r)-4-((2-(allylamino)-3,5-dibromobenzyl)amino)cyclohexan-1-ol